N-tetradecyl-2-(3,4-dihydroxyphenyl)-3,7-dihydroxyquinolin-4-one C(CCCCCCCCCCCCC)N1C(=C(C(C2=CC=C(C=C12)O)=O)O)C1=CC(=C(C=C1)O)O